N-[2-(1-benzylpiperidin-4-yl)ethyl]-2-(6-fluoropyridin-3-yl)-4-methyl-1,3-thiazole-5-carboxamide C(C1=CC=CC=C1)N1CCC(CC1)CCNC(=O)C1=C(N=C(S1)C=1C=NC(=CC1)F)C